C(=C)C=1C=C(C(=CC1)OC)O para-vinyl-guaiacol